6-methoxy-2,3-dihydro-1H-pyrrolo[3,4-c]Pyridine COC1=CC2=C(C=N1)CNC2